BrC1=CC2=C(O[C@H](CN2S(=O)(=O)C2=CC(=CC=C2)C(F)(F)F)CC(C(=O)O)(C)C)C=C1 (S)-3-(6-bromo-4-((3-(trifluoromethyl)phenyl)sulfonyl)-3,4-dihydro-2H-benzo[b][1,4]oxazin-2-yl)-2,2-dimethylpropanoic acid